7-iodoquinoline-2-carboxylic acid benzyl ester C(C1=CC=CC=C1)OC(=O)C1=NC2=CC(=CC=C2C=C1)I